3-(3,4-dimethoxyphenoxy)-2-(2,5-dimethoxyphenyl)quinoline tert-butyl-3-[4-(3-chloro-2-fluoro-anilino)pyrido[3,4-d]pyrimidin-6-yl]-2,5-dihydropyrrole-1-carboxylate C(C)(C)(C)OC(=O)N1CC(=CC1)C1=CC2=C(N=CN=C2NC2=C(C(=CC=C2)Cl)F)C=N1.COC=1C=C(OC=2C(=NC3=CC=CC=C3C2)C2=C(C=CC(=C2)OC)OC)C=CC1OC